ClC1=NC=CC(=N1)C1(CCOCC1)C(=O)OC Methyl 4-(2-chloropyrimidin-4-yl)tetrahydro-2H-pyran-4-carboxylate